N-[3-(tert-butylsulfamoyl)-4-[2-(4-nitrophenyl)thiazol-5-yl]phenyl]-4-chloro-butyramide C(C)(C)(C)NS(=O)(=O)C=1C=C(C=CC1C1=CN=C(S1)C1=CC=C(C=C1)[N+](=O)[O-])NC(CCCCl)=O